C1(=CC=CC2=CC=CC=C12)O trans-naphthol